C[Se]C[C@@H](C(=O)O)N The molecule is an L-alpha-amino acid compound having methylselanylmethyl as the side-chain. It has a role as an antineoplastic agent. It is a Se-methylselenocysteine, a non-proteinogenic L-alpha-amino acid and a L-selenocysteine derivative. It is a conjugate base of a Se-methyl-L-selenocysteinium. It is a conjugate acid of a Se-methyl-L-selenocysteinate. It is an enantiomer of a Se-methyl-D-selenocysteine. It is a tautomer of a Se-methyl-L-selenocysteine zwitterion.